N-(4-{[3-bromo-4-[(2,4-difluorobenzyl)oxy]-6-methyl-2-oxopyridin-1(2H)-yl]methyl}benzyl)-N'-(2-hydroxy-2-methylpropyl)urea BrC=1C(N(C(=CC1OCC1=C(C=C(C=C1)F)F)C)CC1=CC=C(CNC(=O)NCC(C)(C)O)C=C1)=O